FC(C1=NC(=NC(=N1)C(F)(F)F)N1[C@@H](C=2NC3=CC=C(C=C3C2CC1)Cl)C[C@H]1OC(OC1)=S)(F)F (R)-4-(((R)-2-(4,6-bis(trifluoromethyl)-1,3,5-triazin-2-yl)-6-chloro-2,3,4,9-tetrahydro-1H-pyrido[3,4-b]indol-1-yl)methyl)-1,3-dioxolane-2-thione